[Se]1CC=CC=C1 Selenine